C1=NC=C(C2=CC=CC=C12)N1C(N(C[C@@H]1C#N)C1=CN=NC(=C1)C(F)(F)F)=O (R)-3-(isoquinolin-4-yl)-2-oxo-1-(6-(trifluoromethyl)pyridazin-4-yl)imidazolidine-4-carbonitrile